(4-bromo-2-methoxyphenyl)-N,N-dimethylamine BrC1=CC(=C(C=C1)N(C)C)OC